C1(CC1)C(CCC(CCCC)C)(O)C1CC1 1,1-Dicyclopropyl-4-methyl-octan-1-ol